BrCCCCCC=CCCCCC=CCCCCC 1-bromooctadeca-6,12-diene